trans-N-(5-(3-(4-(trifluoromethyl)phenyl)cyclobutoxy)-1H-indol-3-yl)bicyclo[1.1.1]pentane-1-carboxamide FC(C1=CC=C(C=C1)C1CC(C1)OC=1C=C2C(=CNC2=CC1)NC(=O)[C@@]12C[C@H](C1)C2)(F)F